ClC1=CC=CC=2C(N([C@H]3C=4N([C@@H](C21)C3)C3=C(N4)C=CC(=C3)C=3C=NC(=NC3)N3CC(C3)NC(OC(C)(C)C)=O)C([2H])([2H])[2H])=O tert-butyl (1-(5-((7R,14R)-1-chloro-6-(methyl-d3)-5-oxo-5,6,7,14-tetrahydro-7,14-methanobenzo[f]benzo[4,5]imidazo[1,2-a][1,4]diazocin-11-yl)pyrimidin-2-yl)azetidin-3-yl)carbamate